CO[C@H]1CN(C[C@@H]1NC(=O)NCCCCCCCCCCCCC)C(=O)C1=CC=C(C(=O)N2C[C@H]([C@@H](C2)C(=O)N[C@@H]2[C@H](C2)C2=CC=CC=C2)C(=O)N[C@@H]2[C@H](C2)C2=CC=CC=C2)C=C1 (3S,4S)-1-(4-((3S,4S)-3-methoxy-4-(3-tridecylureido)pyrrolidine-1-carbonyl)benzoyl)-N3,N4-bis((1S,2R)-2-phenylcyclopropyl)pyrrolidine-3,4-dicarboxamide